methyl 4-(1-(2-chlorophenyl)ethoxy)benzoate ClC1=C(C=CC=C1)C(C)OC1=CC=C(C(=O)OC)C=C1